2-(methylsulfonamido)-4-((trifluoromethyl)thio)benzoic Acid CS(=O)(=O)NC1=C(C(=O)O)C=CC(=C1)SC(F)(F)F